N[C@H](C)C1CCN(CC1)C(=O)OCC1=CC=CC=C1 benzyl (R)-4-(1-aminoethyl)piperidine-1-carboxylate